O=C(NNC(=O)OC(C)(C)C)CCOCCOCCOC tert-butyl 4-oxo-7,10,13-trioxa-2,3-diazatetradecan-1-oate